O[C@H]1[C@@H](C2=CC=CC=C2C(C1)(C)C)NC(=O)NC=1C(=NC(=C(C1)C)C=1C=NN(C1)C)C1=CC=CC=C1 ((1r,2r)-2-hydroxy-4,4-dimethyl-1,2,3,4-tetrahydronaphthalen-1-yl)-3-(5-methyl-6-(1-methyl-1H-pyrazol-4-yl)-2-phenylpyridin-3-yl)urea